CC1=CC=NC2=CC=C(C=C12)/C=C/C(=O)OCC Ethyl (E)-3-(4-methylquinolin-6-yl)acrylate